(3R)-3-(4-chlorophenyl)-2-[(4-chlorophenyl)methyl]-6-(2-hydroxypropan-2-yl)-3-(oxacyclopent-3-yloxy)-2,3-dihydro-1H-isoindol-1-one ClC1=CC=C(C=C1)[C@@]1(N(C(C2=CC(=CC=C12)C(C)(C)O)=O)CC1=CC=C(C=C1)Cl)OC1COCC1